(2,7-octadienyl)succinic anhydride C(C=CCCCC=C)C1C(=O)OC(C1)=O